C(C1=CC=CC=C1)(=O)OCCC(CC)=O 3-Oxopentyl benzoate